Diethyl 1-[2-(4-chloro-2,5-difluorophenyl)-2-oxoethyl]-4-cyclopropyl-1H-pyrazole-3,5-dicarboxylate ClC1=CC(=C(C=C1F)C(CN1N=C(C(=C1C(=O)OCC)C1CC1)C(=O)OCC)=O)F